OC1=CC=C(OCCCCC=C)C=C1 6-(4'-Hydroxy-phenoxy)-1-Hexene